BrC1=CC=C(C=C1)C(C)(C)C=1N=C(SC1)NC(=O)NCC=1C=NC(=CC1)N1CC(CC1)N(C)C 1-(4-(2-(4-bromophenyl)propan-2-yl)thiazol-2-yl)-3-((6-(3-(dimethylamino)pyrrolidin-1-yl)pyridin-3-yl)methyl)urea